[C@H]12CN(C[C@H](CC1)N2)C=2C1=C(N=C(N2)OCC23CCCN3CCC2)C(N(CC1)C1=CC(=CC2=CC=C(C(=C12)F)F)O)=O 4-((1R,5S)-3,8-Diazabicyclo[3.2.1]octan-3-yl)-7-(7,8-difluoro-3-hydroxynaphthalen-1-yl)-2-((tetrahydro-1H-pyrrolizin-7a(5H)-yl)methoxy)-6,7-dihydropyrido[3,4-d]pyrimidin-8(5H)-one